4-(2-hydroxy-3-o-tolylanilinopropyl)-1,3-dihydroimidazol-2-one OC1=C(NCCCC=2NC(NC2)=O)C=CC=C1C1=C(C=CC=C1)C